tert-butyl 4-[[4,5-dichloro-2-(prop-2-en-1-yloxy)phenyl][(2-methylpropane-2-sulfinyl)imino]methyl]-4-methylpiperidine-1-carboxylate ClC1=CC(=C(C=C1Cl)C(C1(CCN(CC1)C(=O)OC(C)(C)C)C)=NS(=O)C(C)(C)C)OCC=C